tert-butyl N-[(1s,3s)-3-(2-[3-[(4R)-6-amino-5-cyano-4-isopropyl-3-methyl-1H-pyrano[2,3-c]pyrazol-4-yl]-5-(hydroxymethyl)phenyl]ethynyl)cyclobutyl]carbamate NC1=C([C@](C2=C(NN=C2C)O1)(C(C)C)C=1C=C(C=C(C1)CO)C#CC1CC(C1)NC(OC(C)(C)C)=O)C#N